(S)-1-(3-(4-amino-3-((2,6-difluoro-3,5-dimethoxyphenyl)ethynyl)-7-((1-hydroxycyclopropyl)methyl)-1H-pyrazolo[4,3-c]pyridin-1-yl)pyrrolidin-1-yl)prop-2-en-1-one NC1=NC=C(C2=C1C(=NN2[C@@H]2CN(CC2)C(C=C)=O)C#CC2=C(C(=CC(=C2F)OC)OC)F)CC2(CC2)O